CC1=C(C2=C(N=N1)SC1=C2N=CN=C1N1CC(CC1)C(C)(C)O)C 2-[1-(3,4-dimethylpyrimido[4',5':4,5]thieno[2,3-c]pyridazin-8-yl)pyrrolidin-3-yl]propan-2-ol